22-hydroxy-cholanic acid OC(CC(=O)O)[C@@H](C)[C@H]1CC[C@H]2[C@@H]3CCC4CCCC[C@]4(C)[C@H]3CC[C@]12C